(2S)-1-[2-[(3R)-3-[[2-(trifluoromethyl)-6-quinolyl]amino]pyrrolidin-1-yl]acetyl]pyrrolidine-2-carbonitrile FC(C1=NC2=CC=C(C=C2C=C1)N[C@H]1CN(CC1)CC(=O)N1[C@@H](CCC1)C#N)(F)F